CC1(OC(C2=CC=C(C=C12)NC1=NC=C(C(=O)O)C(=C1)N[C@H](CO)C1=CC=CC=C1)=O)C (S)-6-((3,3-dimethyl-1-oxo-1,3-dihydroisobenzofuran-5-yl)amino)-4-((2-hydroxy-1-phenylethyl)amino)nicotinic acid